(3S)-3-phenyl-8-[5-(trifluoromethyl)-1,2,4-oxadiazol-3-yl]-2,3,4,5-tetrahydro-1,4-benzoxazepine C1(=CC=CC=C1)[C@H]1COC2=C(CN1)C=CC(=C2)C2=NOC(=N2)C(F)(F)F